ethyl thiophene-2-carboxylate S1C(=CC=C1)C(=O)OCC